COCCC(CCCC1=NC=2NCCCC2C=C1)N (2-methoxyethyl)-4-(5,6,7,8-tetrahydro-1,8-naphthyridin-2-yl)butan-1-amine